1-{5-fluoro-2-[4-fluoro-3-(4-methyl-piperazin-1-yl)-phenylamino]-pyrimidin-4-yl}-1H-indole-3-carboxamide FC=1C(=NC(=NC1)NC1=CC(=C(C=C1)F)N1CCN(CC1)C)N1C=C(C2=CC=CC=C12)C(=O)N